5-{[2-(difluoromethyl)phenyl]methoxy}-2-methyl-2H-indazole-3-carboxamide FC(C1=C(C=CC=C1)COC1=CC2=C(N(N=C2C=C1)C)C(=O)N)F